(E)-8-bromo-3,7,10-trioxa-2,14,17-trioxa-6,11-diaza-eicosa-8-en-20-oic acid Br\C(\ONCCOOC)=C\ONCCOCCOCCC(=O)O